3-(7-(benzyloxy)-1-oxo-6-(trifluoromethyl)isoindolin-2-yl)piperidine-2,6-dione C(C1=CC=CC=C1)OC=1C(=CC=C2CN(C(C12)=O)C1C(NC(CC1)=O)=O)C(F)(F)F